O1C(=CC=C1)C1=CC(=NN1C=1C=CC=C(C#N)C1)C(F)(F)F 5-(5-(furan-2-yl)-3-(trifluoromethyl)-1H-pyrazol-1-yl)benzonitrile